CNC(NCCNC(=O)C=1C=NC2=C(C=CC=C2C1)C1=CCC(CC1)C(F)(F)F)=O N-(2-(3-methylureido)ethyl)-8-(4-(trifluoromethyl)cyclohex-1-en-1-yl)quinolin-3-carboxamide